tert-butyl 3-amino-5-(1H-pyrrolo[2,3-b]pyridin-3-yl)-3,6-dihydropyridine-1(2H)-carboxylate NC1CN(CC(=C1)C1=CNC2=NC=CC=C21)C(=O)OC(C)(C)C